N-((2S,3S)-2-((3'-fluorobiphenyl-3-yl)methyl)-1-((1-(trifluoromethyl)cyclobutyl)carbonyl)pyrrolidin-3-yl)methanesulfonamide FC=1C=C(C=CC1)C1=CC(=CC=C1)C[C@@H]1N(CC[C@@H]1NS(=O)(=O)C)C(=O)C1(CCC1)C(F)(F)F